N[C@@H](CC1=CC=C(C=C1)O)C(=O)N[C@@H](CO)C(=O)O tyrosineYl-serine